2-(benzyloxy)-5-bromobenzoic acid C(C1=CC=CC=C1)OC1=C(C(=O)O)C=C(C=C1)Br